5-fluoro-N-(4-phenylbutyl)benzamide FC=1C=CC=C(C(=O)NCCCCC2=CC=CC=C2)C1